C(C)(C)(C)OC(=O)N(CC1CCC1)CC=1N(C2=CC(=CC=C2C1)CC#C[Si](C)(C)C)C(=O)OC(C)(C)C tert-butyl 2-(((tert-butoxycarbonyl) (cyclobutylmethyl) amino) methyl)-6-(3-(trimethylsilyl) prop-2-yn-1-yl)-1H-indole-1-carboxylate